CNCCOCCOCCOCCCNCCCOC 5,8,11,19-tetraoxa-2,15-diazaeicosane